BrC(C(=CF)F)F 3-bromo-1,2,3-trifluoropropene